NC1=C(SC2=NC(=CC=C21)C)C(=O)NC2CC=1C=CC(=NC1CC2)N2CCOCC(C2)N 3-amino-N-[2-(6-amino-1,4-oxazepan-4-yl)-5,6,7,8-tetrahydroquinolin-6-yl]-6-methylthieno[2,3-b]pyridine-2-carboxamide